(1s,2s,5r)-1-hydroxy-N-(2-hydroxy-2-(m-tolyl)ethyl)-2-isopropyl-5-methylcyclohexane-1-carboxamide O[C@@]1([C@@H](CC[C@H](C1)C)C(C)C)C(=O)NCC(C=1C=C(C=CC1)C)O